N12NCC(CC1)CC2 Diazabicyclo[2.2.2]-octan